water lanthanum bromide [Br-].[La+3].O.[Br-].[Br-]